ClC=1C2=C(N=CN1)N(C=C2I)C2(CC2)CF 4-chloro-7-(1-(fluoromethyl)cyclopropyl)-5-iodo-7H-pyrrolo[2,3-d]pyrimidine